C1(CC1)C1=NC2=C(N1C)C=CC(=C2F)I 2-cyclopropyl-4-fluoro-5-iodo-1-methyl-1H-benzo[d]imidazole